C1(CCCC1)C(=O)[O-] cyclopentane-1-carboxylate